CC1=CC=C(C=C1)S(=O)(=O)[O-].C(C)(C)(C)OC1=CC=C(C=C1)[S+](C1=CC=CC=C1)C1=CC=CC=C1 (p-tert-butoxyphenyl)diphenylsulfonium p-toluenesulfonate